2-(6-(3-amino-4-hydroxypyrrolidin-1-yl)-4-methylpyridin-2-yl)-4-(2-fluoro-6-methoxyphenyl)-2,3-dihydro-1H-pyrrolo[3,4-c]pyridin-1-one NC1CN(CC1O)C1=CC(=CC(=N1)N1CC=2C(=NC=CC2C1=O)C1=C(C=CC=C1OC)F)C